3-(3,5-difluorophenyl)propenal tert-butyl-3,3-difluoro-4-(((5-fluoro-4-oxo-2-(((tetrahydro-2H-pyran-4-yl)thio)methyl)-3,4-dihydroquinazolin-7-yl)oxy)methyl)piperidine-1-carboxylate C(C)(C)(C)OC(=O)N1CC(C(CC1)COC1=CC(=C2C(NC(=NC2=C1)CSC1CCOCC1)=O)F)(F)F.FC=1C=C(C=C(C1)F)C=CC=O